C(C)(C)(C)OOC1=C(C=CC=C1)OOC(C)(C)C di(t-butyl-peroxy)benzene